CC(C(CN)N)C 3-methyl-1,2-butanediamine